(E)-1-(4-Decyloxyphenyl)-3-(4-hydroxyphenyl)prop-2-en-1-one C(CCCCCCCCC)OC1=CC=C(C=C1)C(\C=C\C1=CC=C(C=C1)O)=O